FC(C(I)(F)F)(F)F 1,1,1,2,2-pentafluoro-2-iodoethane